6-acetyl-2-hydroxy-4-(4-methoxy-4-methylpiperidin-1-yl)-1,7-naphthyridine-3-carbonitrile C(C)(=O)C=1C=C2C(=C(C(=NC2=CN1)O)C#N)N1CCC(CC1)(C)OC